C12CC(C1)(C2)N2N=CC(=C2)S(=O)(=O)NC=2C=CC(=C1C(=CNC21)C#N)Cl 1-(3-Bicyclo[1.1.1]pentanyl)-N-(4-chloro-3-cyano-1H-indol-7-yl)pyrazol-4-sulfonamid